C(#N)C(=CC=1C=CC(=C(OCCC(=O)N[C@@H](CC2=CC=CC=C2)B(O)O)C1)F)C1=NC=CC=C1 (R)-(1-(3-(5-(2-cyano-2-(pyridin-2-yl)vinyl)-2-fluorophenoxy)propanamido)-2-phenylethyl)boronic acid